C(#N)C=1C=CC(=NC1)NS(=O)(=O)N1CCC(CC1)N1N=CC(=C(C1=O)Cl)Cl N-(5-cyanopyridin-2-yl)-4-(4,5-dichloro-6-oxopyridazin-1(6H)-yl)piperidine-1-sulfonamide